BrC1=C2C=NNC2=CC2=C1C=CC=C2 4-bromo-1H-benzo[f]indazole